O=CCOCC1CC(C1)NC(OC(C)(C)C)=O tert-butyl (3-((2-oxoethoxy)methyl)cyclobutyl)carbamate